ClC1=NN(C=C1NC=1N=CC2=C(N1)N(C(C(=C2)C2=CC=CC=C2)=O)C=2C=C(C=CC2)NC(OC(C)(C)C)=O)C2CCN(CC2)C tert-butyl (3-(2-((3-chloro-1-(1-methylpiperidin-4-yl)-1H-pyrazol-4-yl)amino)-7-oxo-6-phenylpyrido[2,3-d]pyrimidin-8(7H)-yl)phenyl)carbamate